ClC1=CC=C(CN2C3(CN(C3)C3=CN=NC(=C3)Cl)C(N(CC2=O)C(C)C)=O)C=C1 5-(4-chlorobenzyl)-2-(6-chloropyridazin-4-yl)-8-isopropyl-2,5,8-triazaspiro[3.5]nonane-6,9-dione